1-ethyl-7-fluoroquinoxaline-2(1H)-one C(C)N1C(C=NC2=CC=C(C=C12)F)=O